FC(C(OC(=C(F)F)F)(F)F)(F)F perfluoro(3-oxa-4-pentene)